4-methyl-6-vinyl-pyridine CC1=CC=NC(=C1)C=C